2-ethyl-5,7-difluoro-3-((5-fluoropyridin-2-yl)methyl)naphthalene-1,4-dione C(C)C=1C(C2=CC(=CC(=C2C(C1CC1=NC=C(C=C1)F)=O)F)F)=O